FC(C1=NN(C(=C1)C(=O)N1[C@@H](C2=C(CC1)NC=N2)C2=NN1C(C(=CC=C1)C(F)F)=C2)C)F (S)-(3-(difluoromethyl)-1-methyl-1H-pyrazol-5-yl)(4-(4-(difluoromethyl)pyrazolo[1,5-a]pyridin-2-yl)-6,7-dihydro-1H-imidazo[4,5-c]pyridin-5(4H)-yl)methanone